[N+](=O)([O-])C1=C(N)C=CC(=C1)C=1C=NC=CC1 2-nitro-4-(3-pyridinyl)aniline